N1=CC(=CC=C1)[C@@H]1COC2=C(CN1C(=O)C1CCOCC1)C=CC(=C2)C(=O)OC Methyl (R)-3-(pyridin-3-yl)-4-(tetrahydro-2H-pyran-4-carbonyl)-2,3,4,5-tetrahydrobenzo[f][1,4]oxazepine-8-carboxylate